(3R,4S)-3-fluoro-1-[4-({5-[(2S)-1-hydroxypropan-2-yl]-8-[(2R,3S)-3-(methanesulfonylmeth-yl)-2-methylazetidin-1-yl]isoquinolin-3-yl}amino)pyrimidin-2-yl]-4-methylpiperidin-4-ol F[C@@H]1CN(CC[C@@]1(O)C)C1=NC=CC(=N1)NC=1N=CC2=C(C=CC(=C2C1)[C@@H](CO)C)N1[C@@H]([C@H](C1)CS(=O)(=O)C)C